3-[4-(benzyloxy)-5-{4-[(4-methoxyphenyl)methyl]-4H-1,2,4-triazol-3-yl}-3-methyl-1H-pyrazol-1-yl]propan-1-ol C(C1=CC=CC=C1)OC=1C(=NN(C1C1=NN=CN1CC1=CC=C(C=C1)OC)CCCO)C